O1CC=NC=C2C1=CC(=NC2)C(=O)[O-] pyrido[3,4-f][1,4]oxazepine-8(6H)-carboxylate